CC1=NC=CC=C1N1C(NC(C2=C1N=C(C=C2)C(F)(F)F)=O)=O 1-(2-methylpyridin-3-yl)-7-(trifluoro-methyl)pyrido[2,3-d]pyrimidine-2,4(1H,3H)-dione